N-(5-benzylthiazol-2-yl)-2-(2,6-dioxopiperidin-3-yl)-3-oxoisoindoline-5-carboxamide C(C1=CC=CC=C1)C1=CN=C(S1)NC(=O)C=1C=C2C(N(CC2=CC1)C1C(NC(CC1)=O)=O)=O